C(C)C=1C(=NC(=NC1C1=C(C=CC=C1)CC(C)C)NS(=O)(=O)C=1C=NN(C1)C)OC1=CC=C(C=C1)C1C(CN(CC1)C(=O)OC(C)(C)C)O tert-butyl 4-[4-[5-ethyl-6-(2-isobutylphenyl)-2-[(1-methylpyrazol-4-yl)sulfonylamino]pyrimidin-4-yl]oxyphenyl]-3-hydroxy-piperidine-1-carboxylate